N,N,N-Trimethyl-2-[(1-oxo-2-propen-1-yl)amino]propanaminium chloride [Cl-].C[N+](CC(C)NC(C=C)=O)(C)C